tert-butyl 2-(4-hydroxy-1-(indolin-4-yl)piperidin-4-yl)acetate OC1(CCN(CC1)C1=C2CCNC2=CC=C1)CC(=O)OC(C)(C)C